BrC=1C=CC(=C(C#N)C1)S(=O)(=O)N1CCN(CC1)C(C(F)(F)F)=O 5-bromo-2-((4-(2,2,2-trifluoroacetyl)piperazin-1-yl)sulfonyl)benzonitrile